[6-(aminomethyl)-5-chloropyridin-3-yl]propan-2-ol NCC1=C(C=C(C=N1)CC(C)O)Cl